Ethyl 2-hydroxypropanimidate OC(C(OCC)=N)C